C(CCC)(=O)[O-].[S-]C#N Thiocyanate butyrate